N(C(=O)C)C=1C=C(NCCCC#N)C=CC1 m-acetamino-cyanopropyl-aniline